(S)-6-tert-butyl-1-fluoro-10-(methoxy-d3)-9-(3-methoxypropoxy)-2-oxo-6,7-dihydro-2H-pyrido[2,1-a]isoquinoline-3-carboxylic acid C(C)(C)(C)[C@H]1N2C(C3=CC(=C(C=C3C1)OCCCOC)OC([2H])([2H])[2H])=C(C(C(=C2)C(=O)O)=O)F